1,3-diphenyl-1,3-propanedione C1(=CC=CC=C1)C(CC(=O)C1=CC=CC=C1)=O